OCC1CCC(CC1)N1N=C2C=C(C(=CC2=C1)NC(=O)C1=NC(=CC=C1)C(F)(F)F)OC(F)(F)F N-[2-[4-(hydroxymethyl)cyclohexyl]-6-(trifluoromethoxy)indazol-5-yl]-6-(trifluoromethyl)pyridine-2-carboxamide